FC(C1=CC(=NC=C1)C(=O)C1=NC=CC(=C1)C(F)(F)F)(F)F (4-(trifluoromethyl)pyridin-2-yl) ketone